CCCCCCCC\C=C/C\C=C/CCCCC (9Z,12Z)-octadeca-9,12-diene